Glycerol 1,3-dioctadecanoate 2-(9Z-octadecenoate) CCCCCCCCCCCCCCCCCC(=O)OCC(COC(=O)CCCCCCCCCCCCCCCCC)OC(=O)CCCCCCC/C=C/CCCCCCCC